D-tagaturonate OCC(=O)[C@@H](O)[C@@H](O)[C@H](O)C(=O)[O-]